tert-Butyl {(3S)-1-[6-({[5-[(tert-butoxycarbonyl)amino]-2-(2,6-difluorophenyl)-1,3-thiazol-4-yl]carbonyl}amino)thieno[3,2-b]pyridin-7-yl]piperidin-3-yl}carbamate C(C)(C)(C)OC(=O)NC1=C(N=C(S1)C1=C(C=CC=C1F)F)C(=O)NC=1C(=C2C(=NC1)C=CS2)N2C[C@H](CCC2)NC(OC(C)(C)C)=O